(Z)-2-cyano-3-hydroxy-N-(4-methoxy-3-methyl-phenyl)-3-(5-methylisoxazol-4-yl)prop-2-enamide C(#N)/C(/C(=O)NC1=CC(=C(C=C1)OC)C)=C(\C=1C=NOC1C)/O